N[C@@H]1C[C@H](N(C1)C(=O)C=1C=C2C=CC(=NC2=CC1)Cl)C=1SC=C(N1)C(=O)N[C@H](C(=O)NC)CCCCNC(=N)N 2-((2S,4R)-4-Amino-1-(2-chlorochinolin-6-carbonyl)pyrrolidin-2-yl)-N-((S)-6-guanidino-1-(methylamino)-1-oxohexan-2-yl)thiazol-4-carboxamid